COC1=CC=C2CCC[C@H](C2=C1)C(=O)NC (R)-7-methoxy-N-methyl-1,2,3,4-tetrahydronaphthalene-1-carboxamide